7-(2-oxopyrrolidin-1-yl)-3,7-dihydro-4H-pyrrolo[2,3-d]pyrimidin-4-one O=C1N(CCC1)N1C=CC2=C1N=CNC2=O